6-(4-((2-(Azocan-1-yl)-5-oxo-5,6-dihydropyrimido[4,5-d]pyridazin-4-yl)amino)phenyl)-6-azaspiro[2.5]octan N1(CCCCCCC1)C=1N=C(C2=C(C=NNC2=O)N1)NC1=CC=C(C=C1)N1CCC2(CC2)CC1